tert-butyl (S,E)-2-((3-(7-(dimethylamino)-2-((methoxycarbonyl)amino)-7-oxohept-5-enamido)-2-oxopyridin-1(2H)-yl)methyl)-4-phenoxy-1H-benzo[d]imidazole-1-carboxylate CN(C(/C=C/CC[C@@H](C(=O)NC=1C(N(C=CC1)CC1=NC2=C(N1C(=O)OC(C)(C)C)C=CC=C2OC2=CC=CC=C2)=O)NC(=O)OC)=O)C